(R)-N-((3-CHLORO-5-CYANO-4-((4-(3-FLUOROAZETIDIN-1-YL)-1-((4-FLUOROPHENYL)THIO)BUTAN-2-YL)AMINO)PHENYL)SULFONYL)-1-METHOXYCYCLOHEPTANE-1-CARBOXAMIDE ClC=1C=C(C=C(C1N[C@@H](CSC1=CC=C(C=C1)F)CCN1CC(C1)F)C#N)S(=O)(=O)NC(=O)C1(CCCCCC1)OC